FC(S(=O)(=O)[O-])(F)F.C1(=CC=CC=C1)[S+](C=C)C1=CC=CC=C1 diphenyl-(vinyl)sulfonium trifluoromethanesulfonate